trichlorocresol ClC(C1=CC=CC=C1O)(Cl)Cl